Cl.BrC1=C(COC2=CC(=C3CC[C@@H]4[C@@H](OC([C@H]4CN(C)C)=O)C3=C2C)C)C=CC=C1 |&1:16| (3R/S,3aS,9bR)-8-(2-bromobenzyloxy)-3-dimethylaminomethyl-6,9-dimethyl-3a,4,5,9b-tetrahydronaphtho[1,2-b]furan-2(3H)-one hydrochloride